[4-(2-methoxy-1-methylethoxy)-2-methylphenyl]methanone COCC(OC1=CC(=C(C=C1)C=O)C)C